1-(2-(3-(ethoxy-methyl)-1-(2-(6-methylpyridin-3-yl)propan-2-yl)pyrrolidin-3-yl)ethyl)-1H-imidazo[4,5-c]pyridine citrate C(CC(O)(C(=O)O)CC(=O)O)(=O)O.C(C)OCC1(CN(CC1)C(C)(C)C=1C=NC(=CC1)C)CCN1C=NC=2C=NC=CC21